C(C)(C)(C)OC(=O)N1C(C(CCC1=O)N1C(C2=CC=CC(=C2C1)NC(CCCC#CC1=C2CN(C(C2=CC=C1)=O)C1C(N(C(CC1)=O)C(=O)OC(C)(C)C)=O)=O)=O)=O tert-butyl 3-(4-(6-((2-(1-(tert-butoxycarbonyl)-2,6-dioxopiperidin-3-yl)-1-oxoisoindolin-4-yl)amino)-6-oxohex-1-yn-1-yl)-1-oxoisoindolin-2-yl)-2,6-dioxopiperidine-1-carboxylate